ClC1=CC(=NC(=N1)OC1=CC=C(C=C1)Cl)NC(=O)C1=CC2=C(S1)C=CC(=C2)C(C)(C)S(=O)(=O)C N-(6-Chloro-2-(4-chlorophenoxy)pyrimidin-4-yl)-5-(2-(methylsulfonyl)propan-2-yl)benzo[b]thiophen-2-carboxamid